tert-Butyl 4-[[4-[2-[1-(6,7-dihydro-5H-pyrrolo[1,2-c]imidazol-1-yl)-2-oxo-2-(thiazol-2-ylamino)ethyl]-7-fluoro-3-oxo-isoindolin-5-yl]phenyl]methyl]piperidine-1-carboxylate C1(=C2N(C=N1)CCC2)C(C(NC=2SC=CN2)=O)N2CC1=C(C=C(C=C1C2=O)C2=CC=C(C=C2)CC2CCN(CC2)C(=O)OC(C)(C)C)F